FC=1C(=C2C(=NC1)NC=C2)C2=NC(=CC(=N2)N=S(=O)(C)C)N2[C@@H](COCC2)C (R)-((2-(5-fluoro-1H-pyrrolo[2,3-b]pyridin-4-yl)-6-(3-methylmorpholino)pyrimidin-4-yl)imino)dimethyl-λ6-sulfanone